The molecule is an N-alkylpiperazine that is N,N-dimethyl-N'-{trans-4-[2-(piperazin-1-yl)ethyl]cyclohexyl}urea substituted at position 4 on the piperazine ring by a 2,3-dichlorophenyl group. Used (as the hydrochloride salt) for treatment of schizophrenia and bipolar disorder. It has a role as a dopamine agonist, a second generation antipsychotic and a serotonergic antagonist. It is a member of ureas, a N-alkylpiperazine, a N-arylpiperazine and a dichlorobenzene. It is a conjugate base of a cariprazine(1+). CN(C)C(=O)NC1CCC(CC1)CCN2CCN(CC2)C3=C(C(=CC=C3)Cl)Cl